Bicyclo[3.1.1]hept-3-en-2-ol C12C(C=CC(C1)C2)O